C(C)(=O)O[C@H](COC1=C(C=C(C=C1Cl)S(=O)(=O)C1=CC=C(C=C1)OC[C@@H](CS(=O)(=O)CC)OC(C)=O)Cl)CCl (R)-1-(4-((4-((S)-2-acetoxy-3-(ethylsulfonyl)propoxy) phenyl)sulfonyl)-2,6-dichlorophenoxy)-3-chloropropan-2-yl acetate